5-bromo-3-nitro-1-((2-(trimethylsilyl)ethoxy)methyl)-1H-pyrrolo[2,3-b]pyridine BrC=1C=C2C(=NC1)N(C=C2[N+](=O)[O-])COCC[Si](C)(C)C